CC1=C(C=CC(=C1)C1=C(C(=O)[O-])C=CC(=C1)OCCCCOOC(C=C)=O)C1=C(C(=O)[O-])C=CC(=C1)OCCCCOOC(C=C)=O 2-methyl-1,4-phenylenedi(4-(4-(acryloxyoxy) butoxy) benzoate)